5-tert-butyl-2-iodoisophthalate C(C)(C)(C)C=1C=C(C(=C(C(=O)[O-])C1)I)C(=O)[O-]